5-(2,5-dimethyl-1,2,3,4-tetrahydroisoquinolin-7-yl)-3-((1-(2-ethoxyethyl)-1H-pyrazol-4-yl)oxy)pyrazin-2-amine CN1CC2=CC(=CC(=C2CC1)C)C=1N=C(C(=NC1)N)OC=1C=NN(C1)CCOCC